N-(5-methylthiazol-2-yl)-2-(4-(pyridin-2-yl)phenyl)acetamide CC1=CN=C(S1)NC(CC1=CC=C(C=C1)C1=NC=CC=C1)=O